C([C@@H](O)C1=CC=CC=C1)(=O)O (-)-L-mandelic acid